tert-butyl 4-[6-(5-methoxy-1-trityl-pyrazolo[3,4-c]pyridin-3-yl)pyrimidin-4-yl]piperazine-1-carboxylate COC=1C=C2C(=CN1)N(N=C2C2=CC(=NC=N2)N2CCN(CC2)C(=O)OC(C)(C)C)C(C2=CC=CC=C2)(C2=CC=CC=C2)C2=CC=CC=C2